BrC1=CC(=CC2=C1N[C@@H](CC(N2)=O)C)C(=O)NC (R)-9-bromo-N,2-dimethyl-4-oxo-2,3,4,5-tetrahydro-1H-benzo[b][1,4]diazepine-7-carboxamide